3-(4-(((7-(4,4-difluoropiperidin-1-yl)heptyl)(methyl)amino)methyl)-3-methyl-2-oxo-2,3-dihydro-1H-benzo[d]imidazol-1-yl)piperidine-2,6-dione FC1(CCN(CC1)CCCCCCCN(C)CC1=CC=CC=2N(C(N(C21)C)=O)C2C(NC(CC2)=O)=O)F